COC(=O)C=1N=NC(=CC1NC1=NC=C(C=N1)N1CCOCC1)Cl 6-chloro-4-((5-morpholinopyrimidin-2-yl)amino)pyridazine-3-carboxylic acid methyl ester